6-(2-(5-fluoropyrimidin-2-yl)cyclobutyl)-4-oxo-1-(1-(6-(trifluoromethyl)pyridin-3-yl)ethyl)-4,5-dihydro-1H-pyrazolo[3,4-d]pyrimidine-3-carbonitrile FC=1C=NC(=NC1)C1C(CC1)C=1NC(C2=C(N1)N(N=C2C#N)C(C)C=2C=NC(=CC2)C(F)(F)F)=O